2-(difluoromethoxy)-N-((5-(2-methoxyphenyl)-1H-1,2,4-triazol-3-yl)sulfonyl)benzamide FC(OC1=C(C(=O)NS(=O)(=O)C2=NNC(=N2)C2=C(C=CC=C2)OC)C=CC=C1)F